4-(2-(N-(2-chloro-4-fluorobenzyl)-(2,3,4,5,6-pentafluorophenyl)sulfonamido)-N-(3-cyclopropyl-5-(pyrrolidin-1-yl)benzyl)acetamido)-3-cyclopropylbenzoic acid ClC1=C(CN(S(=O)(=O)C2=C(C(=C(C(=C2F)F)F)F)F)CC(=O)N(CC2=CC(=CC(=C2)N2CCCC2)C2CC2)C2=C(C=C(C(=O)O)C=C2)C2CC2)C=CC(=C1)F